2-((5-Chloro-4-((3-(2,3-dihydrobenzo[b][1,4]dioxin-6-yl)-2-methylbenzyl)oxy)-2-(4,4,4-trifluorobutoxy)benzyl)amino)-2-methylpropane-1,3-diol ClC=1C(=CC(=C(CNC(CO)(CO)C)C1)OCCCC(F)(F)F)OCC1=C(C(=CC=C1)C1=CC2=C(OCCO2)C=C1)C